FC1=CC=CC2=C1N(C(=N2)C2=NON=C2C)CC=2C=NC=CC2 3-[7-fluoro-1-(pyridin-3-ylmethyl)benzoimidazol-2-yl]-4-methyl-1,2,5-oxadiazole